ClC1=NC(=C(C(=O)N)C=C1)N1CCC(CC1)(F)F 6-chloro-2-(4,4-difluoropiperidin-1-yl)nicotinamide